COC1=C2C(NC(=NC2=CC(=C1)OC)C1=CC=C(C=C1)N1CCCCC1)=O 1-(4-(5,7-dimethoxy-4-oxo-3,4-dihydroquinazolin-2-yl)phenyl)piperidine